N[C@@H](C(=O)NC1=NC(=C(C=C1)C1=C2C(=NC=C1)NC(=C2)C(F)F)C)CC(C)(C)C (2R)-2-Amino-N-[5-[2-(difluoromethyl)-1H-pyrrolo[2,3-b]pyridin-4-yl]-6-methyl-2-pyridyl]-4,4-dimethyl-pentanamide